CC[C@H](C)C(=O)O[C@H]1C[C@H](C=C2[C@H]1[C@H]([C@H](C=C2)C)CC[C@H](C[C@H](CC(=O)O)O)O)C The molecule is a polyketide obtained by hydrolysis of the pyranone ring of lovastatin. It has a role as an Aspergillus metabolite, an EC 1.1.1.34/EC 1.1.1.88 (hydroxymethylglutaryl-CoA reductase) inhibitor, a teratogenic agent and a drug metabolite. It is a carbobicyclic compound, a dihydroxy monocarboxylic acid, a polyketide and a fatty acid ester. It derives from a lovastatin and a (S)-2-methylbutyric acid. It is a conjugate acid of a mevinolinate.